3-fluoro-4-(2-hydroxypropan-2-yl)-N,N-dimethyl-5-(1H-benzimidazol-5-yl)benzamide FC=1C=C(C(=O)N(C)C)C=C(C1C(C)(C)O)C1=CC2=C(NC=N2)C=C1